FC1=C(C=CC=C1)C1=NN(C2=CC(=CC=C12)C(=O)N1CCC(CC1)C1=NC2=C(N1C(C)C1=NC=CC=C1)C=CC=C2)C (3-(2-fluorophenyl)-1-methyl-1H-indazol-6-yl)(4-(1-(1-(pyridin-2-yl)ethyl)-1H-benzo[d]imidazol-2-yl)piperidin-1-yl)methanone